3-(2-chloroanilino)propanoic acid ClC1=C(NCCC(=O)O)C=CC=C1